ClC=1C=C(C=C(C1)Cl)N1N=C(C=2CCC3=C(C12)C=C(C(=C3)OC)C=3C=NC=C(C(=O)N)C3)C(=O)N3C(CNCC3)(C)C 5-(1-(3,5-dichlorophenyl)-3-(2,2-dimethylpiperazine-1-carbonyl)-7-methoxy-4,5-dihydro-1H-benzo[g]indazol-8-yl)nicotinamide